3-Aminopropyl-(triethoxysilane) NCCC[Si](OCC)(OCC)OCC